4-(5-(4-hydroxyphenyl)-1-methyl-4,5-dihydro-1H-pyrazol-3-yl)-5-methoxy-2-(3-methylbut-2-en-1-yl)benzene-1,3-diol OC1=CC=C(C=C1)C1CC(=NN1C)C1=C(C(=C(C=C1OC)O)CC=C(C)C)O